CC1=C(C2=C(NN=N2)C=C1C)N1CC=2N=C(N=C(C2CC1)N1CCOC[C@](C1)(O)C)OCC12CCCN2CCC1 (S)-4-(7-(5,6-dimethyl-1H-benzo[d][1,2,3]triazol-4-yl)-2-((tetrahydro-1H-pyrrolizin-7a(5H)-yl)methoxy)-5,6,7,8-tetrahydropyrido[3,4-d]pyrimidin-4-yl)-6-methyl-1,4-oxazepan-6-ol